C(C1=CC=CC=C1)OC1=NC(=CC=C1C=1OC2=C(N1)C=CC(=C2)C(=O)OC)OCC2=CC=CC=C2 methyl 2-[2,6-bis(benzyloxy)pyridin-3-yl]-1,3-benzoxazole-6-carboxylate